6-fluoro-5,7-dihydroxypyrazolo[1,5-a]pyrimidine-3-carbonitrile FC=1C(=NC=2N(C1O)N=CC2C#N)O